8-(4-amino-3-(methylthio)phenoxy)pyrido[2,3-b]pyrazin-3(4H)-one, hydrochloride Cl.NC1=C(C=C(OC2=CC=NC=3NC(C=NC32)=O)C=C1)SC